Cl.BrC=1C=C(C=CC1)CC(C)N (3-bromophenyl)propan-2-amine hydrochloride